(R)-2-(3-fluoro-2-methoxy-5-(1-methylcyclopropyl)phenyl)-2-((R)-3-((5-(4-methoxy-5,6,7,8-tetrahydro-1,8-naphthyridin-2-yl)pentyl)oxy)pyrrolidin-1-yl)acetic acid FC=1C(=C(C=C(C1)C1(CC1)C)[C@H](C(=O)O)N1C[C@@H](CC1)OCCCCCC1=NC=2NCCCC2C(=C1)OC)OC